(1R,2R,4S,5S)-tert-butyl 4-(pyridin-4-yl)-8-oxatricyclo[3.2.1.02,4]octane-2-carboxylate N1=CC=C(C=C1)[C@@]12C[C@@]1([C@H]1CC[C@@H]2O1)C(=O)OC(C)(C)C